C12=NN=C(N1)N=C1N=CC(=N1)C=C1C=CC(N1)=CC=1C=CC(N1)=C2.[Zn] zinc tetraazaporphyrin